FC1=CC=2C3=C(C(N(C2N=C1C1=C(C=CC=C1OC)F)C=1C(=NC=CC1C)C(C)C)=O)OC[C@@H]1N3CCNC1 (4aR)-11-fluoro-10-(2-fluoro-6-methoxyphenyl)-8-(2-isopropyl-4-methylpyridin-3-yl)-1,2,3,4,4a,5-hexahydropyrazino[1',2':4,5][1,4]oxazino[2,3-c][1,8]naphthyridin-7(8H)-one